C(C)(C)[C@H]1N=C([C@@H](N=C1OC)[C@H](C[N+](=O)[O-])C)OC (2R,5S)-2-isopropyl-3,6-dimethoxy-5-[(S)-1-methyl-2-nitro-ethyl]-2,5-dihydropyrazine